OCC=1C=CC(=NC1)C(N(C1=CC=C(C=C1)C)C)=O 5-hydroxymethyl-2-(N-methyl-N-p-tolylcarbamoyl)pyridine